C(C)C=1C=NN2C1N=C(C=C2NCC=2C=CC(=NC2)OCCOCCOCCOCCOCCOC(C(=O)O)=CC)N2C(CCCC2)CCO [2-[2-[2-[2-[2-[[5-[[[3-ethyl-5-[2-(2-hydroxyethyl)-1-piperidyl]pyrazolo[1,5-a]pyrimidin-7-yl]amino]methyl]-2-pyridyl]oxy]ethoxy]ethoxy]ethoxy]ethoxy]ethoxy]but-2-enoic acid